(6-bromo-5-fluoro-2-methoxy-3-pyridinyl)amine BrC1=C(C=C(C(=N1)OC)N)F